lithium iron titanium zinc manganese phosphate P(=O)([O-])([O-])[O-].[Mn+2].[Zn+2].[Ti+4].[Fe+2].[Li+]